C(C)(C)(C)OC(=O)N1C(C2=C(CC1)NC(=C2NC2=C(C(=CC=C2)Cl)OC)C2=C(C=NC=C2)OC[C@H]2N(CC2)C(=O)OC(C)(C)C)=O tert-butyl (2S)-2-[({4-[5-(tert-butoxycarbonyl)-3-[(3-chloro-2-methoxyphenyl) amino]-4-oxo-1H,6H,7H-pyrrolo[3,2-c]pyridin-2-yl]pyridin-3-yl}oxy)methyl]azetidine-1-carboxylate